ClC1=NC(=C2N=CN(C2=N1)C(CC)CC)NCN1C(C=C(C=C1C)C)=O (((2-chloro-9-(pentan-3-yl)-9H-purin-6-yl)amino)methyl)-4,6-dimethylpyridin-2(1H)-one